FC=1C(=CC=2C3=C(N(C(C2C1)=O)CCNC(OCC1=CC=CC=C1)=O)COC[C@H]3N(C)[C@H](C)C3=CC=C(C=C3)OC)F benzyl (2-((S)-8,9-difluoro-1-(((R)-1-(4-methoxyphenyl)ethyl)(methyl)amino)-6-oxo-1,2,4,6-tetrahydro-5H-pyrano[3,4-c]isoquinolin-5-yl)ethyl)carbamate